5-bromo-7-methyl-3-(o-tolyl)quinoline tert-Butyl-3-(4-amino-5-iodopyrrolo[2,1-f][1,2,4]triazin-7-yl)pyrrolidine-1-carboxylate C(C)(C)(C)OC(=O)N1CC(CC1)C1=CC(=C2C(=NC=NN21)N)I.BrC2=C1C=C(C=NC1=CC(=C2)C)C2=C(C=CC=C2)C